bis(2,3,5,6-tetrachloro-4-vinylthiophenyl) sulfide ClC1=C(C(=C(C(=C1Cl)SC=C)Cl)Cl)SC1=C(C(=C(C(=C1Cl)Cl)SC=C)Cl)Cl